(R)-10-methyl-3-(3-(2-(pyrrolidin-1-yl)ethoxy)-6-vinylpyridazin-4-yl)-9,10,11,12-tetrahydro-8H-[1,4]diazepino[5',6':4,5]thieno[3,2-f]quinolin-8-one C[C@H]1NC(C2=C(C=3C=4C=CC(=NC4C=CC3S2)C2=C(N=NC(=C2)C=C)OCCN2CCCC2)NC1)=O